FC1=NC(=CC=C1C=O)F 2,6-difluoropyridine-3-carbaldehyde